(N-[4-amino-5-[3-(4-chlorophenyl)isoxazole-5-carbonyl]thiazol-2-yl]-4-fluoro-anilino)propanamide NC=1N=C(SC1C(=O)C1=CC(=NO1)C1=CC=C(C=C1)Cl)N(C1=CC=C(C=C1)F)C(C(=O)N)C